C1(CC1)C1=C(C(=NO1)C=1C=NC(=CC1)C)COC1=CC=C(N=N1)C(=O)NC1CCOCC1 6-((5-Cyclopropyl-3-(6-methylpyridin-3-yl)isoxazol-4-yl)methoxy)-N-(tetrahydropyran-4-yl)pyridazin-3-carboxamid